1-(2-chloro-4-(4,4,5,5-tetramethyl-1,3,2-dioxaborolan-2-yl)phenyl)-3-(methyl-d3)-1,3-dihydro-2H-imidazol-2-one ClC1=C(C=CC(=C1)B1OC(C(O1)(C)C)(C)C)N1C(N(C=C1)C([2H])([2H])[2H])=O